3-cyclopropyl-1,8-dimethyl-5-[[(1R)-1-[3-(1,1-difluoro-2-hydroxy-2-methyl-propyl)-2-fluoro-phenyl]ethyl]amino]imidazo[4,5-g]phthalazin-2-one C1(CC1)N1C(N(C2=CC=3C(=NN=C(C3C=C21)N[C@H](C)C2=C(C(=CC=C2)C(C(C)(C)O)(F)F)F)C)C)=O